Natrium (S)-3-(2',4'-Difluorobiphenyl-3-yl)-3-(3-(1-methyl-4-oxido-2-oxo-1,2-dihydropyridin-3-yl)ureido)propanoat FC1=C(C=CC(=C1)F)C1=CC(=CC=C1)[C@H](CC(=O)[O-])NC(=O)NC=1C(N(C=CC1[O-])C)=O.[Na+].[Na+]